furoic acid potassium salt [K+].O1C(=CC=C1)C(=O)[O-]